2-Bromonaphtho[2,3-b]benzofuran BrC=1C=CC2=C(C3=C(O2)C=C2C=CC=CC2=C3)C1